N-di(3-aminopropyl)ethyl-ethylamine NCCCC(CNCC)CCCN